O=C1NC(CCC1N1C(C2=CC=C(C=C2C1)C(=O)N[C@@H](C(F)(F)F)C1=NC=CC(=C1)C(F)(F)F)=O)=O 2-(2,6-dioxopiperidin-3-yl)-1-oxo-N-((R)-2,2,2-trifluoro-1-(4-(trifluoromethyl)pyridin-2-yl)ethyl)isoindoline-5-carboxamide